4-(5,6-dihydroimidazo[1,2-a]pyrazin-7(8H)-yl)-2-(morpholin-4-yl)-8-(1H-pyrazol-5-yl)-1,7-naphthyridine N=1C=CN2C1CN(CC2)C2=CC(=NC1=C(N=CC=C21)C2=CC=NN2)N2CCOCC2